2-fluoro-8-nitroindolo[2,1-b]quinazoline-6,12-dione FC=1C=C2C(N3C(=NC2=CC1)C(C1=CC(=CC=C13)[N+](=O)[O-])=O)=O